ethyl 5-(trifluoromethyl)isoxazole-3-carboxylate FC(C1=CC(=NO1)C(=O)OCC)(F)F